2-(4-(benzyloxy)-1-ethyl-3-methyl-1H-pyrazol-5-yl)-4-bromo-5-(((tert-butyldimethylsilyl)oxy)methyl)thiazole C(C1=CC=CC=C1)OC=1C(=NN(C1C=1SC(=C(N1)Br)CO[Si](C)(C)C(C)(C)C)CC)C